1,1-diallylpropylsilane C(C=C)C(CC)(CC=C)[SiH3]